N1C(=NC2=C1C=CC=C2)C2=CC(=NN2CC2=CC=C(C=C2)OC)N 5-(1H-benzimidazol-2-yl)-1-[(4-methoxyphenyl)methyl]pyrazol-3-amine